CC1(CC=C(CC1)C=1C=CC=C2C=C(C=NC12)C(=O)NCCCNS(=O)(=O)C)C 8-(4,4-dimethylcyclohex-1-en-1-yl)-N-(3-(methyl-sulfonamido)propyl)quinoline-3-carboxamide